C(C)(C)(C)O[C@H](C(=O)OCC)C1=C(C2=C(N=C(S2)C=2C=C3C(=NN(C3=CC2)C)N2C(NCC2)=O)C=C1C)C1=CC=C(C=C1)Cl (S)-ethyl 2-(tert-butoxy)-2-(7-(4-chlorophenyl)-5-methyl-2-(1-methyl-3-(2-oxoimidazolidin-1-yl)-1H-indazol-5-yl)benzo[d]thiazol-6-yl)acetate